tert-butyl 4-[4'-chloro-2-[[(2S)-pyrrolidin-2-yl]methoxy]spiro[6,8-dihydro-5H-quinazoline-7,1'-indane]-4-yl]piperazine-1-carboxylate ClC1=C2CCC3(C2=CC=C1)CCC=1C(=NC(=NC1C3)OC[C@H]3NCCC3)N3CCN(CC3)C(=O)OC(C)(C)C